COC1=CC=C(C=CC2=CC(C3C(C2C3)(C)C)=O)C=C1 4-(4-methoxystyryl)-6,6-dimethylbicyclo[3.1.1]hept-3-en-2-one